N1C(NC1=O)=O 1,3-diazetidine-2,4-dione